butyl 3-(2-((1,3-dioxoisoindolin-2-yl)methyl)pyridin-4-yl)-2,5-dihydro-1H-pyrrole-1-carboxylate O=C1N(C(C2=CC=CC=C12)=O)CC1=NC=CC(=C1)C=1CN(CC1)C(=O)OCCCC